NC=1C=C(CN2N=CC=3C2=NC(=NC3N(C(OC(C)(C)C)=O)C(=O)OC(C)(C)C)Cl)C=CC1Br tert-butyl (1-(3-amino-4-bromobenzyl)-6-chloro-1H-pyrazolo[3,4-d]pyrimidin-4-yl)(tert-butoxycarbonyl)carbamate